FC1=CC(=C2C=C(NC2=C1)C(=O)OCC)OCCOC ethyl 6-fluoro-4-(2-methoxyethoxy)-1H-indole-2-carboxylate